C1NCC12CCN(CC2)C(=O)OCCCC butyl 2,7-diazaspiro[3.5]nonane-7-carboxylate